BrC1=CC(=C(S1)C(=O)O)OC 5-bromo-3-methoxythiophene-2-carboxylic acid